C1(=CC=CC=C1)C=1N=C2N(C(N1)=O)C=C(C=C2)N2C1=CC=CC=C1C=1C=C(C=CC21)C=2C=CC=1N(C3=CC=CC=C3C1C2)C2=CC=CC=C2 2-Phenyl-7-[3-(9-phenylcarbazol-3-yl)carbazol-9-yl]pyrido[1,2-a][1,3,5]triazin-4-one